C(C=C(C)C)(=O)OCC1(C(C(OC2=CC=CC=C12)=O)OC)OC 4-senecioyloxymethyl-3,4-dimethoxycoumarin